1-(6-(4-(6-hydroxy-1-naphthalenyl)-7-((2R)-1-methoxy-2-propanyl)-3-methyl-5,6,7,8-tetrahydro-1,7-naphthyridin-2-yl)-2,6-diazaspiro[3.4]octan-2-yl)-2-propen-1-one OC=1C=C2C=CC=C(C2=CC1)C1=C(C(=NC=2CN(CCC12)[C@@H](COC)C)N1CC2(CN(C2)C(C=C)=O)CC1)C